C(C)(C)(C)C1=C(C=C(C=C1)NC(C(C1=CC=C(C=C1)COC)NC(OCC=C)=O)=O)F Allyl (2-((4-(tert-butyl)-3-fluorophenyl)amino)-1-(4-(methoxymethyl)phenyl)-2-oxoethyl)carbamate